4-{3-[(2,6-dimethyl-7-octen-2-yl)oxy]-1-propen-1-yl}-2-methoxyphenol CC(C)(CCCC(C=C)C)OCC=CC1=CC(=C(C=C1)O)OC